NC1=CC(=C(C(=O)OC)C=C1)Cl methyl 4-amino-2-chloro-benzoate